COC1=NC=C(C(=N1)OC)C=1C=C(C=2N(N1)C=CN2)[C@@H]2[C@H](C2)C2=CC=C1C(=N2)N(C=C1)CC(F)(F)F 6-(2,4-dimethoxypyrimidin-5-yl)-8-[(1S,2S)-2-[1-(2,2,2-trifluoroethyl)pyrrolo[2,3-b]pyridin-6-yl]cyclopropyl]imidazo[1,2-b]pyridazine